(1R,3R)-3-(6-bromo-5-methyl-2,4-dioxo-1,4-dihydrothieno[2,3-d]pyrimidin-3(2H)-yl)cyclobutane-1-carboxylic acid tert-butyl ester C(C)(C)(C)OC(=O)C1CC(C1)N1C(NC2=C(C1=O)C(=C(S2)Br)C)=O